4-(2-(2-(3-(1-(hydroxymethyl)cyclopropylamino)-3-oxopropyl)-5-methyl-1,2,3,4-tetrahydroisoquinolin-7-yl)-5-toluenesulfonyl-5H-pyrrolo[2,3-b]pyrazin-7-yl)-N,N,2-trimethylbenzamide OCC1(CC1)NC(CCN1CC2=CC(=CC(=C2CC1)C)C=1N=C2C(=NC1)N(C=C2C2=CC(=C(C(=O)N(C)C)C=C2)C)S(=O)(=O)CC2=CC=CC=C2)=O